propyl-4-biphenyl-carbonitrile C(CC)C1=C(C=CC(=C1)C#N)C1=CC=CC=C1